[Br-].CPCCCCOC1=CC=CC=C1 methylphenoxybutyl-phosphine bromide